4-bromo-2-(1-bromoethyl)pyridine BrC1=CC(=NC=C1)C(C)Br